O1C(COCCOCCOCCOCCOCCOCCOCC1)CN (1,4,7,10,13,16,19,22-octaoxacyclotetracosan-2-yl)methanamine